Carbamoyliron C(N)(=O)[Fe]